(3S,4R)-1-(3-(2-chloro-4-fluorophenyl)propyl)-3-((dimethylamino)methyl)-4-hydroxypiperidin ClC1=C(C=CC(=C1)F)CCCN1C[C@@H]([C@@H](CC1)O)CN(C)C